2-Isopropoxy-6-methoxybenzenesulfonamide C(C)(C)OC1=C(C(=CC=C1)OC)S(=O)(=O)N